OC=1C2=C(N=C(N1)NC(OC)=O)C=NN2CC2=NC=C(C=C2OC)CO methyl (7-hydroxy-1-((5-(hydroxymethyl)-3-methoxypyridin-2-yl)methyl)-1H-pyrazolo[4,3-d]pyrimidin-5-yl)carbamate